(S*)-4-(5-(ethoxycarbonyl)-2-(thiazol-2-yl)-6-(2,3,4-trifluorophenyl)-3,6-dihydropyrimidin-4-yl)cubane-1-carboxylic Acid C(C)OC(=O)C1=C(NC(=N[C@@H]1C1=C(C(=C(C=C1)F)F)F)C=1SC=CN1)C12C3C4C5(C(C14)C2C53)C(=O)O |o1:10|